O\N=C(\C=1C(=NC(=NC1)OC)OC)/Cl (Z)-N-hydroxy-2,4-dimethoxypyrimidine-5-carbimidoyl chloride